ClC1=CC=C(C=C1)N1C(=NN=C1CN1N=CC=C1)[C@@H]1CC[C@H](CC1)OC1=NC=CC=C1 trans-2-[4-[4-(4-Chlorophenyl)-5-(pyrazol-1-ylmethyl)-1,2,4-triazol-3-yl]cyclohexyl]oxypyridine